FC1=C(C=C(C(=C1)C(CO)(C)C)O)CC(=O)NC1=CC(=NC=C1)C(=O)N[C@@H]1[C@H](CCC1)O 4-[[2-[2-Fluoro-5-hydroxy-4-(2-hydroxy-1,1-dimethyl-ethyl)phenyl]acetyl]amino]-N-[(1s,2s)-2-hydroxycyclopentyl]pyridine-2-carboxamide